4-oxa-2-azabicyclo[4.1.0]Heptane-3-one C12NC(OCC2C1)=O